Pyrazolylazophenyl Ether N1N=C(C=C1)N=NC1=C(C=CC=C1)OC1=C(C=CC=C1)N=NC1=NNC=C1